(1R,3aS,6aR)-N-((S)-1-cyano-2-((S)-2-oxopiperidin-3-yl)ethyl)-2-(4-fluoro-6-methyl-7-chloro-1H-indole-2-carbonyl)-5,5-difluorooctahydrocyclopenta[c]pyrrole-1-carboxamide C(#N)[C@H](C[C@H]1C(NCCC1)=O)NC(=O)[C@@H]1N(C[C@@H]2[C@H]1CC(C2)(F)F)C(=O)C=2NC1=C(C(=CC(=C1C2)F)C)Cl